BrCCCCCCCCCCCO 11-bromo-1-undecanol